O1COC2=C1C=CC(=C2)CCCCC(=O)N2CCCCC2 5-(1,3-benzodioxol-5-yl)-1-piperidin-1-ylpentan-1-one